[5-[[1-[2-(aminomethyl)-3,3-difluoro-allyl]-5-oxo-1,2,4-triazol-4-yl]methyl]-2-thienyl]-8-fluoro-1H-quinolin-2-one trifluoroacetate FC(C(=O)O)(F)F.NCC(CN1N=CN(C1=O)CC1=CC=C(S1)N1C(C=CC2=CC=CC(=C12)F)=O)=C(F)F